O=C1CC[C@@H](N1C(=O)OC(C)(C)C)C(=O)OC(C)(C)C di-tert-butyl (2R)-5-oxopyrrolidine-1,2-dicarboxylate